C(#N)C1(CC1)NS(=O)(=O)C1=CC=C2C3=C(N(C2=C1)C=1SC(=NN1)C(F)F)N=CN=C3C3CCN(CC3)C(=O)C3COC3 N-(1-cyanocyclopropyl)-9-(5-(di-fluoromethyl)-1,3,4-thiadiazol-2-yl)-4-(1-(oxetane-3-carbonyl)piperidin-4-yl)-9H-pyrimido[4,5-b]indole-7-sulfonamide